2-benzyl-8-(2-fluorobenzyl)-6-phenylimidazo[1,2-a]pyrazin-3(7H)-one C(C1=CC=CC=C1)C1=NC=2N(C=C(NC2CC2=C(C=CC=C2)F)C2=CC=CC=C2)C1=O